C(C=C)(=O)NC1=C(C=C(C(=C1C(=O)NCC=1C(NC(=CC1CC)CC)=O)C)N(C1CCOCC1)CC)C1=CC=CC=C1 acrylamido-N-((4,6-diethyl-2-oxo-1,2-dihydropyridin-3-yl)methyl)-5-(ethyl-(tetrahydro-2H-pyran-4-yl)amino)-4-methyl-[1,1'-biphenyl]-3-carboxamide